1-Acetyl-N-[(4-cyclobutyl-3-fluorophenyl)(phenyl)methyl]-4-fluoropyrrolidine-2-carboxamide C(C)(=O)N1C(CC(C1)F)C(=O)NC(C1=CC=CC=C1)C1=CC(=C(C=C1)C1CCC1)F